ClC1=NC=CC2=C(C=CC=C12)N1C(C(=CC2=CC=C(N=C12)Br)C(=O)[O-])=O 1-(1-chloroisoquinolin-5-yl)-7-bromo-2-oxo-1,2-dihydro-1,8-naphthyridine-3-carboxylate